The molecule is a dicarboxylic acid diamide obtained by formal condensation of one molecule of alpha,alpha-trehalose dicarboxylic acid and two molecules of dioctadecylamine. It is a dicarboxylic acid diamide and a glycosyl glycoside derivative. CCCCCCCCCCCCCCCCCCN(CCCCCCCCCCCCCCCCCC)C(=O)[C@@H]1[C@H]([C@@H]([C@H]([C@H](O1)O[C@@H]2[C@@H]([C@H]([C@@H]([C@H](O2)C(=O)N(CCCCCCCCCCCCCCCCCC)CCCCCCCCCCCCCCCCCC)O)O)O)O)O)O